(S)-2-((1-((4-(1-Methyl-1H-pyrazol-4-yl)phenyl)sulfonyl)piperidin-4-yl)amino)-4-((tetrahydrofuran-3-yl)amino)pyrimidine-5-carbonitrile CN1N=CC(=C1)C1=CC=C(C=C1)S(=O)(=O)N1CCC(CC1)NC1=NC=C(C(=N1)N[C@@H]1COCC1)C#N